CN(C(=O)C1C2C3C4C=CC(C3C(C1)C2)C4)C 8-dimethylaminocarbonyl-tetracyclo[4.4.0.12,5.17,10]-3-dodecene